1-[4-(2,4-dioxo-1,2,3,4-tetrahydronaphtho[1,2-b][1,4]diazepin-5-yl)phenyl]-3-phenylthiourea O=C1CC(N(C2=C(N1)C1=CC=CC=C1C=C2)C2=CC=C(C=C2)NC(=S)NC2=CC=CC=C2)=O